2-benzyl-3-methyl-1,2,3,4-tetrahydrophthalazine-6-carboxylic acid methyl ester COC(=O)C=1C=C2CN(N(CC2=CC1)CC1=CC=CC=C1)C